C(CCC)NC(CO)=O N-butyl-2-hydroxyacetamide